C[SiH2]C1(CC(CC1)NC(=O)C1=CC=2C(=CN=C(C2)C(F)(F)F)N1)[SiH2]C N-(1,1-dimethylsilylcyclopentan-3-yl)-5-(trifluoromethyl)-1H-pyrrolo[2,3-c]pyridine-2-carboxamide